5-(methyl(2,2,6,6-tetramethylpiperidin-4-yl)amino)-1,3,4-thiadiazol CN(C1=NN=CS1)C1CC(NC(C1)(C)C)(C)C